O=C1NC(CCC1NC1=CC=C(C=C1)N1CCN(CC1)CCOCCCCCNC(=O)C=1C=NN2C1N=C(C=C2)N2[C@H](CCC2)C2=C(C=CC(=C2)F)F)=O |r| N-[5-[2-[4-[4-[(2,6-dioxo-3-piperidyl)amino]phenyl]piperazin-1-yl]ethoxy]pentyl]-5-[rac-(2R)-2-(2,5-difluorophenyl)pyrrolidin-1-yl]pyrazolo[1,5-a]pyrimidine-3-carboxamide